ethyl 4-tert-butyl-6-chloro-7-(2,3-dichloro-5-fluorophenyl)pyrrolo[1,2-b]pyridazine-3-carboxylate C(C)(C)(C)C=1C=2N(N=CC1C(=O)OCC)C(=C(C2)Cl)C2=C(C(=CC(=C2)F)Cl)Cl